N-(4-(5-(2-(4,4-Difluoropiperidin-1-yl)-6-methylpyrimidin-4-yl)-1,3,4-oxadiazol-2-yl)-3-(6-azaspiro[2.5]octan-6-yl)phenyl)oxetane-3-sulfonamide FC1(CCN(CC1)C1=NC(=CC(=N1)C1=NN=C(O1)C1=C(C=C(C=C1)NS(=O)(=O)C1COC1)N1CCC2(CC2)CC1)C)F